C(C)[As](C(C)(C)C)CC Diethyltertiarybutylarsine